Methyl 4-(bromomethyl)-6-chloro-2-methoxypyridine-3-carboxylate BrCC1=C(C(=NC(=C1)Cl)OC)C(=O)OC